S-(4-hydroxybutyl) 4-methylthiobenzeneSulfonate CC1=CC=C(C=C1)S(=O)(=O)SCCCCO